CC(CCC=C)C=C(C)C 5,7-dimethyl-oct-1,6-diene